N-(1-(1-(2-chloro-3-(2-(methylamino)ethoxy)phenyl)ethyl)azetidin-3-yl)-1-cyclopropyl-1H-1,2,3-triazole-4-carboxamide ClC1=C(C=CC=C1OCCNC)C(C)N1CC(C1)NC(=O)C=1N=NN(C1)C1CC1